O[C@H]1[C@@H](CCCC1)NC=1SC2=C(N1)C=CC(=C2)OC2=CC(=NC=C2)C(=O)NC 4-(2-((1R,2R)-2-Hydroxycyclohexylamino)benzothiazol-6-yloxy)-N-methylpicolinamid